4-(quinoline-3-yl)thiophene-2-carboxamide N1=CC(=CC2=CC=CC=C12)C=1C=C(SC1)C(=O)N